cyclododecyl 2,4-dihydroxybenzoate OC1=C(C(=O)OC2CCCCCCCCCCC2)C=CC(=C1)O